NC1=CC(=C(C=C1)[C@@H]1COCCCN1C1=NC(=NC(=C1)C)N)Cl |r| (+/-)-4-[3-(4-amino-2-chloro-phenyl)-1,4-oxazepan-4-yl]-6-methyl-pyrimidin-2-amine